(S)-4-(trifluoromethoxy)-N-(1-(4-(trifluoromethyl)phenyl)pent-4-en-1-yl)benzenesulfonamide FC(OC1=CC=C(C=C1)S(=O)(=O)N[C@@H](CCC=C)C1=CC=C(C=C1)C(F)(F)F)(F)F